BrC1=C2C(OC(C2=CC(=C1)O)=O)=O 4-bromo-6-hydroxyisobenzofuran-1,3-dione